vinyl-aniline hydrochloride Cl.C(=C)NC1=CC=CC=C1